C(C)C1=NC(=NO1)C=1C=C2CC[C@H](C2=CC1)C(=O)NC1=CC(=NC=C1)C (R)-5-(5-Ethyl-1,2,4-oxadiazol-3-yl)-N-(2-methylpyridin-4-yl)-2,3-dihydro-1H-inden-1-carboxamid